COCOC=1C(=NC=CC1)C=O 3-(methoxymethoxy)pyridine-2-carbaldehyde